3-((1S,3S)-1-(2,6-difluoro-4-((1-(3-fluoropropyl)azetidin-3-yl)amino)phenyl)-3-methyl-1,3,4,6,7,9-hexahydro-2H-cyclobuta[f]pyrido[3,4-b]indol-2-yl)-2,2-difluoropropan-1-ol FC1=C(C(=CC(=C1)NC1CN(C1)CCCF)F)[C@@H]1N([C@H](CC2=C1NC1=CC3=C(C=C21)CC3)C)CC(CO)(F)F